O=C1NC(CCC1N1C(C2=CC=C(C=C2C1)SCCCCCCCN1CCN(CC1)C1=CC=C(N=N1)C(=O)N1CCC(CC1)CCCCNC(\C=C\C=1C=NC=CC1)=O)=O)=O (E)-N-(4-(1-(6-(4-(7-((2-(2,6-dioxopiperidin-3-yl)-1-oxoisoindolin-5-yl)thio)heptyl)piperazin-1-yl)pyridazine-3-carbonyl)piperidin-4-yl)butyl)-3-(pyridin-3-yl)acrylamide